tert-butyl (3S)-3-[4-(3-chloro-2-fluoro-5-methoxy-anilino)pyrido[3,2-d]pyrimidin-6-yl]oxypyrrolidine-1-carboxylate ClC=1C(=C(NC=2C3=C(N=CN2)C=CC(=N3)O[C@@H]3CN(CC3)C(=O)OC(C)(C)C)C=C(C1)OC)F